ClC=1C=NC=CC1C(C)N(C(=O)NC1COCC1(F)F)C 1-[1-(3-chloro-4-pyridyl)ethyl]-3-(4,4-difluorotetrahydrofuran-3-yl)-1-methyl-urea